FC=1C=C(C=C(C1)F)[C@H]1N(CC[C@H](C1)NC)C(=O)N1CC2(CCCC2)[C@@H](CC1)CN1C(C=C(C=C1)C1=CC=CC=C1)=O 1-(((R)-7-((2S,4R)-2-(3,5-Difluorophenyl)-4-(methylamino)piperidine-1-carbonyl)-7-azaspiro[4.5]decan-10-yl)methyl)-4-phenylpyridin-2(1H)-one